O.[Na+].[Na+].P(=O)([O-])([O-])OC[C@@H]1[C@H]([C@H]([C@@H](O1)N1C=NC=2C(O)=NC=NC12)O)O inosine monophosphate disodium salt hydrate